5-chloro-3-(2H-indazol-5-yl)thieno[3,2-b]pyridine ClC1=CC=C2C(=N1)C(=CS2)C2=CC1=CNN=C1C=C2